4-((2-((trans)-4-(4,5-Difluoro-2-methylphenyl)-cyclohexyl)ethyl)amino)tetrahydro-2H-pyran FC1=CC(=C(C=C1F)[C@@H]1CC[C@H](CC1)CCNC1CCOCC1)C